COC(=O)C1(CC(C1)C)C1=CC(=NC(=C1)Cl)CBr 1-(2-(bromomethyl)-6-chloropyridin-4-yl)-3-methylcyclobutane-1-carboxylic acid methyl ester